N-ethyl-4-fluoro-2-mercaptobenzamide C(C)NC(C1=C(C=C(C=C1)F)S)=O